N-(5-Chloro-6-(2H-1,2,3-triazol-2-yl)pyridin-3-yl)-1-(pyrazin-2-yl)-5-(trifluoromethyl)-1H-pyrazole-4-carboxamide ClC=1C=C(C=NC1N1N=CC=N1)NC(=O)C=1C=NN(C1C(F)(F)F)C1=NC=CN=C1